2-((2R,3aS,4aS,7R,8aS,9S,9aR)-2-(2-(benzyloxy)ethyl)-3-hydroxydecahydro-2,9-epoxyfuro[3,2-b]pyrano[2,3-e]pyran-7-yl)acetic acid methyl ester COC(C[C@H]1CC[C@H]2[C@@H]([C@H]3[C@H]4[C@@H](O2)C([C@](O4)(O3)CCOCC3=CC=CC=C3)O)O1)=O